3-(1-naphthyloxy)-1-phenylpropane C1(=CC=CC2=CC=CC=C12)OCCCC1=CC=CC=C1